N-(3-Chloro-2-methylphenyl)-2-[(4-chlorophenyl)[4-[methyl(methylsulfonyl)amino]phenyl]methylene]-hydrazine ClC=1C(=C(C=CC1)NN=C(C1=CC=C(C=C1)N(S(=O)(=O)C)C)C1=CC=C(C=C1)Cl)C